3-(4-chlorobenzyl)-5-methoxy-2-methyl-aniline ClC1=CC=C(CC=2C(=C(N)C=C(C2)OC)C)C=C1